3-methyl-1-(2-methylphenyl)-5-phenyl-1H-1,2,4-triazole CC1=NN(C(=N1)C1=CC=CC=C1)C1=C(C=CC=C1)C